4-[(1R)-4-bromoindan-1-yl]Oxy-5-chloro-2-hydroxy-benzaldehyde BrC1=C2CC[C@H](C2=CC=C1)OC1=CC(=C(C=O)C=C1Cl)O